S1C2=C(C=C1)C=CC1=C2SC=C1 benzo[2,1-b:3,4-b']Dithiophene